1-(4-(4,4-dimethyl-2,5-dioxoimidazolidin-1-yl)phenyl)cyclopropane-1-carbonitrile CC1(NC(N(C1=O)C1=CC=C(C=C1)C1(CC1)C#N)=O)C